C1(=CC=CC=C1)[Te](CCCC)=O phenyl-n-butyltellurium oxide